Cl.NC1=C2N(C(N(C2=NC=N1)C1CCNCC1)=O)C1=CC(=C(C=C1)OC1=CC=C(C=C1)C)OC 6-amino-7-[3-methoxy-4-(4-methylphenoxy)phenyl]-9-(piperidin-4-yl)purin-8-one hydrochloride